2-[3-[1-carboxy-5-(4-[125I]iodo-benzoylamino)-pentyl]-ureido]-pentanedioic acid C(=O)(O)C(CCCCNC(C1=CC=C(C=C1)[125I])=O)NC(NC(C(=O)O)CCC(=O)O)=O